8-(benzo[d][1,3]dioxol-5-yl)-6-fluoro-3,4-dihydrobenzo[e][1,2,3]oxathiazine 2,2-dioxide O1COC2=C1C=CC(=C2)C2=CC(=CC=1CNS(OC12)(=O)=O)F